C12OCCCN(C2C1)C=1C2=C(N=C(N1)OCC1(CC1)CN1CCOCC1)C(=C(N=C2)C2=CC=C(C1=C2N=C(S1)N)F)F 4-(4-(2-oxa-6-azabicyclo[5.1.0]octan-6-yl)-8-fluoro-2-((1-(morpholinomethyl)cyclopropyl)methoxy)pyrido[4,3-d]pyrimidin-7-yl)-7-fluorobenzo[d]thiazol-2-amine